6-(6-(6-aminohexanamido)aminohexanamido)hexanoic acid NCCCCCC(=O)NNCCCCCC(=O)NCCCCCC(=O)O